3-amino-N-((S)-1-hydroxypropan-2-yl)-6-(2-(methyl-d3)-5-((S)-1,1,1-trifluoro-2,3-dihydroxypropan-2-yl)phenyl)pyrazine-2-carboxamide NC=1C(=NC(=CN1)C1=C(C=CC(=C1)[C@@](C(F)(F)F)(CO)O)C([2H])([2H])[2H])C(=O)N[C@H](CO)C